C1(CCCCC1)C1=CC=C(C=C1)S(=O)(=O)N1C(C1)C(=O)N(C)C 1-(4-Cyclohexylphenyl)sulfonyl-N,N-dimethyl-aziridine-2-carboxamide